7-((5-Cyclopropyl-6-methoxypyridin-2-yl)oxy)-2-azaspiro[3.5]nonan C1(CC1)C=1C=CC(=NC1OC)OC1CCC2(CNC2)CC1